5-(4-(bis(4-chlorophenyl)amino)butyl)-N-hydroxyisoxazole-3-carboxamide ClC1=CC=C(C=C1)N(CCCCC1=CC(=NO1)C(=O)NO)C1=CC=C(C=C1)Cl